C1(=CC=CC=C1)N(C(=O)N1[C@@H]([C@H]2CC[C@@H](C1)N2C(N(CC2=NC=CC=C2)C)=O)C(=O)O)C2=CC=CC=C2 (1R,2S,5S)-3-(diphenylcarbamoyl)-8-(methyl(pyridine-2-ylmethyl)carbamoyl)-3,8-diazabicyclo[3.2.1]octane-2-carboxylic acid